2-(4-methoxybenzyl)-6-(pyrrolidin-1-yl)isoquinolin COC1=CC=C(CN2CC3=CC=C(C=C3C=C2)N2CCCC2)C=C1